OCC1=C(C=CC=C1)OB(O)O hydroxymethyl-phenyl-boric acid